1,4-diacetylthio-2,3-diacetyloxybutane C(C)(=O)SCC(C(CSC(C)=O)OC(C)=O)OC(C)=O